ClC1=CC2=C(N(C(N=C2N2[C@H](CN([C@@H](C2)C)C(C=C)=O)C)=O)C=2C(=NC=CC2C)C(C)C)N=C1C1=C(C=CC=C1F)NC(CC)=O (M)-N-[2-[6-Chloro-4-[(2S,5R)-2,5-dimethyl-4-prop-2-enoyl-piperazin-1-yl]-1-(2-isopropyl-4-methyl-3-pyridyl)-2-oxo-pyrido[2,3-d]pyrimidin-7-yl]-3-fluoro-phenyl]propanamide